2-(3-cyanophenyl)-3-(2,6-dimethyl-4-pyridyl)-N-[(3S,4R)-4-hydroxytetrahydrofuran-3-yl]pyrazolo[1,5-a]pyrimidine-5-carboxamide C(#N)C=1C=C(C=CC1)C1=NN2C(N=C(C=C2)C(=O)N[C@H]2COC[C@@H]2O)=C1C1=CC(=NC(=C1)C)C